C(C1CO1)N(CC=C)CC=C N-glycidyl-N,N-diallylamine